6-(4-isopropyl-3-(2-(1-neopentylpiperidin-4-yl)pyrimidin-5-yl)-1H-pyrazol-5-yl)-8-methyl-[1,2,4]triazolo[1,5-a]pyridine C(C)(C)C=1C(=NNC1C=1C=C(C=2N(C1)N=CN2)C)C=2C=NC(=NC2)C2CCN(CC2)CC(C)(C)C